2'-(((3S,4R)-3-hydroxytetrahydro-2H-pyran-4-yl)amino)-7',8'-dihydro-6'H-spiro[cyclohexane-1,9'-pyrazino[1',2':1,5]pyrrolo[2,3-d]pyrimidin]-6'-one O[C@@H]1COCC[C@H]1NC=1N=CC2=C(N1)N1C(=C2)C(NCC12CCCCC2)=O